NC1=CC=C(C=C1)CCCNC1=NC=2N(C(=N1)N)N=C(N2)C=2OC=CC2 N5-(3-(4-aminophenyl)propyl)-2-(furan-2-yl)-[1,2,4]triazolo[1,5-a][1,3,5]triazine-5,7-diamine